3-[5-benzyloxy-1-(3,3-difluorocyclobutyl)-2-isopropyl-indol-3-yl]Benzoic acid methyl ester COC(C1=CC(=CC=C1)C1=C(N(C2=CC=C(C=C12)OCC1=CC=CC=C1)C1CC(C1)(F)F)C(C)C)=O